ClC=1C=C(C=C(C1)OC(F)(F)F)C1CCC2(CNC2)CC1 7-(3-Chloro-5-(trifluoromethoxy)phenyl)-2-azaspiro[3.5]nonan